C1CN(CCC12CCNCC2)CC(=O)N[C@H](C(=O)N2[C@@H](C[C@H](C2)O)C(=O)NCC2=CC=C(C=C2)C2=C(N=CS2)C)C(C)(C)C (2S,4R)-1-((S)-2-(2-(3,9-diazaspiro[5.5]undecan-3-yl)acetamido)-3,3-dimethylbutanoyl)-4-hydroxy-N-(4-(4-methylthiazol-5-yl)benzyl)pyrrolidine-2-carboxamide